C(=O)O.NC1=CN=NC2=CC(=CC=C12)C=1C(=CC(=C(C1)B(O)O)OC)C=1OC(=CN1)C(F)F [5-(4-AMINOCINNOLIN-7-YL)-4-[5-(DIFLUOROMETHYL)OXAZOL-2-YL]-2-METHOXY-PHENYL]BORONIC ACID FORMIC ACID SALT